(R)-2-methyl-N-[(1S)-1-{5-methyl-4H,6H,7H-pyrazolo[1,5-a]pyrazin-2-yl}ethyl]propane-2-sulfinamide CC(C)(C)[S@@](=O)N[C@@H](C)C1=NN2C(CN(CC2)C)=C1